3-amino-6-(4-(2-(3,5-difluorophenyl)-2-hydroxyacetamido)-2-methylphenyl)-N-methylpyrazine-2-carboxamide NC=1C(=NC(=CN1)C1=C(C=C(C=C1)NC(C(O)C1=CC(=CC(=C1)F)F)=O)C)C(=O)NC